3-[2-fluoro-5-(2,3-difluoro-6-methoxybenzyloxy)-4-methoxyphenyl]-2,4-dioxo-1,2,3,4-tetrahydrothieno[3,4-d]pyrimidine-5-carboxylic acid choline salt OCC[N+](C)(C)C.FC1=C(C=C(C(=C1)OC)OCC1=C(C(=CC=C1OC)F)F)N1C(NC=2C(C1=O)=C(SC2)C(=O)[O-])=O